2-(2,3-dihydroxybenzylamino)-6-hydroxypurine OC1=C(CNC2=NC(=C3NC=NC3=N2)O)C=CC=C1O